(1S*,5S*,6S*)-6-hydroxy-8-oxa-3-azabicyclo[3.2.1]octane-3-carboxylate O[C@@H]1[C@@H]2CN(C[C@H](C1)O2)C(=O)[O-] |o1:1,2,6|